NCCN1C2=C(C3=CC(=CC=C13)NC1=CC(=C(C=C1)Cl)Cl)C=C(C=N2)Cl 9-(2-Aminoethyl)-3-chloro-N-(3,4-dichlorophenyl)-9H-pyrido[2,3-b]indol-6-amine